2-(2-chlorophenyl)-N-{4-[2-(propane-2-yloxy)pyrimidin-5-yl]-3-sulfamoylphenyl}acetamide ClC1=C(C=CC=C1)CC(=O)NC1=CC(=C(C=C1)C=1C=NC(=NC1)OC(C)C)S(N)(=O)=O